5-(3-(7-Chloroimidazo[1,2-a]pyridin-2-yl)-5-thioxo-1,5-dihydro-4H-1,2,4-triazol-4-yl)-2-methoxybenzamide ClC1=CC=2N(C=C1)C=C(N2)C2=NNC(N2C=2C=CC(=C(C(=O)N)C2)OC)=S